Cl.C(C1=CC=CC=C1)(N)N toluenediamine HCl salt